C(#N)[C@@H](N[S@@](=O)C(C)(C)C)C1CCC(CC1)(F)F (S)-N-((S)-cyano(4,4-difluorocyclohexyl)methyl)-2-methylpropane-2-sulfinamide